methyl (E)-3-(3-fluoro-5-(N-(4-(1-methyl-1H-indazol-5-yl)benzyl)benzamido)phenyl)acrylate FC=1C=C(C=C(C1)N(C(C1=CC=CC=C1)=O)CC1=CC=C(C=C1)C=1C=C2C=NN(C2=CC1)C)/C=C/C(=O)OC